N1(N=NC=C1)C1=CC=C(C=N1)COC1=CC=CC(=N1)C1=CC(=C(CC2=NC3=C(N2CCOC)C=C(C=C3F)C(=O)O)C=C1F)F 2-(4-(6-((6-(1H-1,2,3-triazol-1-yl)pyridin-3-yl)methoxy)pyridin-2-yl)-2,5-difluorobenzyl)-4-fluoro-1-(2-methoxyethyl)-1H-benzo[d]imidazole-6-carboxylic acid